(R/S)-1-(3,3-difluoro-1-methylpiperidin-4-yl)-8-(6-methoxypyridin-3-yl)-3-(methyl-d3)-1,3-dihydro-2H-imidazo[4,5-c]quinolin-2-one FC1(CN(CC[C@H]1N1C(N(C=2C=NC=3C=CC(=CC3C21)C=2C=NC(=CC2)OC)C([2H])([2H])[2H])=O)C)F |r|